ortho-carboxyiodobenzene C(=O)(O)C1=C(C=CC=C1)I